NC1=C(C(=C(OC2=CC(=NC=C2)NC(C)=O)C=C1)C)NC N-(4-(4-amino-2-methyl-3-(methylamino)phenoxy)pyridin-2-yl)acetamide